ClC1=NC=C(C(=C1)NC=1C=C(CCNC(=O)C2(CC2)C(=O)N)C=C(C1OC)C1=NN(C=C1)C)C(NC)=O N-(3-((2-Chloro-5-(methylcarbamoyl)pyridin-4-yl)amino)-4-methoxy-5-(1-methyl-1H-pyrazole-3-yl)phenethyl)cyclopropane-1,1-dicarboxamide